(4-(4-(3-cyano-6-(1-methyl-1H-pyrazol-4-yl)pyrazolo[1,5-a]pyridin-4-yl)-3,6-dihydropyridin-1(2H)-yl)phenyl)acrylamide C(#N)C=1C=NN2C1C(=CC(=C2)C=2C=NN(C2)C)C=2CCN(CC2)C2=CC=C(C=C2)C(C(=O)N)=C